[C@H]12OC[C@H](N(C1)C1=C(C=C(C(=C1)OC)NC1=NC=NC(=C1)N1OCC[C@@H]1C1=CC(=CC=C1)F)NC(C=C)=O)C2 N-(2-((1R,4R)-2-oxa-5-azabicyclo[2.2.1]heptane-5-yl)-5-((6-((R)-3-(3-fluorophenyl)isoxazolidine-2-yl)pyrimidine-4-yl)amino)-4-methoxy-phenyl)acrylamide